2-(4-chloro-2-fluorophenyl)ethanol ClC1=CC(=C(C=C1)CCO)F